C(CCCCCCCCCCCCCCCCCCC(=O)N)CCCCCCCCCCCCCCCC(=O)N butylenebispalmitamide